C(C)(C)(C)C1=NOC(=N1)C(=O)N[C@@H]1CCCCC2=C1C=CC(=C2)C2=CC(=NC=C2)NC(=O)[C@H]2[C@@H](C2)C(F)(F)F 3-(tert-butyl)-N-((R)-2-(2-((1R,2R)-2-(trifluoromethyl)cyclopropane-1-carboxamido)pyridin-4-yl)-6,7,8,9-tetrahydro-5H-benzo[7]annulen-5-yl)-1,2,4-oxadiazole-5-carboxamide